C1(=CC=CC=C1)S(=O)CC=1N=CN(C1)C1=CC=C(C=C1)C1=NOC(=N1)C(F)(F)F 3-(4-(4-((phenylsulfinyl)methyl)-1H-imidazol-1-yl)phenyl)-5-(trifluoromethyl)-1,2,4-oxadiazole